O1CCCN1 1,5-oxazolidine